FC1=C(C=C(C(=C1)C)[N+](=O)[O-])S(=O)(=O)Cl 2-Fluoro-4-methyl-5-nitrobenzensulfonylchlorid